OC(CC(=O)OC)CNC1=NC2=CC=C(C=C2C(N1CC=1C=NN(C1)C)=O)S(NC1(CC1)C)(=O)=O methyl 3-hydroxy-4-({6-[(1-methylcyclopropyl)sulfamoyl]-3-[(1-methylpyrazol-4-yl)methyl]-4-oxoquinazolin-2-yl}amino)butanoate